CC(CCCCCC)CC(CC(CCCCCCCC)C(C)CCCCCC)C(C)CCCCCC 1,2,4-tri-2-octyldodecane